1-((5-chloro-6-(oxazol-4-ylmethoxy)-1H-indol-2-yl)methyl)-3-methylurea ClC=1C=C2C=C(NC2=CC1OCC=1N=COC1)CNC(=O)NC